The molecule is a dipeptide obtained by formal condensation of the carboxy group of L-serine with the amino group of L-threonine. It derives from a L-serine and a L-threonine. C[C@H]([C@@H](C(=O)O)NC(=O)[C@H](CO)N)O